dodecyl 3-((4-((2-(diethylamino)ethyl)amino)-3-(2-octyldodecanamido)-4-oxobutyl)thio)propanoate C(C)N(CCNC(C(CCSCCC(=O)OCCCCCCCCCCCC)NC(C(CCCCCCCCCC)CCCCCCCC)=O)=O)CC